tert-Butyl {(1S,4r)-4-[(1S)-1-aminopropyl]cyclohexyl}carbamate N[C@@H](CC)C1CCC(CC1)NC(OC(C)(C)C)=O